O=C1NCCCCC1N1N=NC(=C1)CNC(OC(C)(C)C)=O tert-Butyl N-[[1-(2-oxoazepan-3-yl)triazol-4-yl]methyl]carbamate